9-(pyridine-4-ylmethyl)-3-azaspiro[5.5]undecane-3-carboxylic acid tert-butyl ester C(C)(C)(C)OC(=O)N1CCC2(CC1)CCC(CC2)CC2=CC=NC=C2